methyl 6-chloro-2-(4-cyanophenyl)-3-fluoropyridine-4-carboxylate ClC1=CC(=C(C(=N1)C1=CC=C(C=C1)C#N)F)C(=O)OC